N-((S)-2-((S,Z)-3-((((9H-fluoren-9-yl)methoxy)carbonyl)(methyl)amino)-2-oxo-3,4,7,8-tetrahydroazocin-1(2H)-yl)-3-(4-bromophenyl)propanoyl)-N-methylglycine C1=CC=CC=2C3=CC=CC=C3C(C12)COC(=O)N([C@@H]1C(N(CC\C=C/C1)[C@H](C(=O)N(CC(=O)O)C)CC1=CC=C(C=C1)Br)=O)C